diisobutyl 1-methyl-bicyclo[2.2.2]oct-5-ene-2,3-dicarboxylate CC12C(C(C(C=C1)CC2)C(=O)OCC(C)C)C(=O)OCC(C)C